ICCCCCCCCC 1-iodononan